4-(4-[3-Cyano-4-[(1S)-2,2,2-trifluoro-1-(pyridin-2-yl)ethoxy]pyrazolo[1,5-a]pyridin-6-yl]-5-methyl-1,2,3-triazol-1-yl)piperidine-1-carbonitrile C(#N)C=1C=NN2C1C(=CC(=C2)C=2N=NN(C2C)C2CCN(CC2)C#N)O[C@H](C(F)(F)F)C2=NC=CC=C2